2-((5-ethyl-[2,3'-bipyridyl]-6'-yl)oxy)ethan-1-ol C(C)C=1C=CC(=NC1)C=1C=NC(=CC1)OCCO